FC(C=1N=CC=C2C1NC=C2)(F)F 7-(Trifluoromethyl)-1H-pyrrolo[2,3-c]pyridine